3-(5-bromo-3-(3-((tert-butyldimethylsilyl)oxy)-2-fluoropropoxy)-4-nitro-1H-pyrazol-1-yl)-2,5-dimethylpyridine BrC1=C(C(=NN1C=1C(=NC=C(C1)C)C)OCC(CO[Si](C)(C)C(C)(C)C)F)[N+](=O)[O-]